7-butyl-2,5-norbornadiene C(CCC)C1C2C=CC1C=C2